acryloxybutylchlorodimethylsilane C(C=C)(=O)OCCCC[Si](C)(C)Cl